dichlorocyclopentadienyl-zirconium Cl[Zr](C1C=CC=C1)Cl